1-(1',4-dimethyl-1-phenyl-1h,1'h-[3,4'-bipyrazole]-5-yl)-3-((3s,4r)-4-(3,4-difluorophenyl)-1-(2-methoxyethyl)pyrrolidin-3-yl)urea CN1N=CC(=C1)C1=NN(C(=C1C)NC(=O)N[C@@H]1CN(C[C@H]1C1=CC(=C(C=C1)F)F)CCOC)C1=CC=CC=C1